5-(((1-(6-amino-5-(2,3-dichlorophenyl)pyrazin-2-yl)-4-methylpiperidin-4-yl)amino)methyl)-2-(2,6-dioxopiperidin-3-yl)isoindoline-1,3-dione NC1=C(N=CC(=N1)N1CCC(CC1)(C)NCC=1C=C2C(N(C(C2=CC1)=O)C1C(NC(CC1)=O)=O)=O)C1=C(C(=CC=C1)Cl)Cl